5-(2,3-dichloro-phenyl)-3-(2-methanesulfonyl-ethyl)-1-{2-[4-(7-methoxy-2-oxo-1,2,4,5-tetrahydro-benzo[d][1,3]diazepin-3-yl)-piperidin-1-yl]-2-oxo-ethyl}-1H-pyrimidine-2,4-dione ClC1=C(C=CC=C1Cl)C=1C(N(C(N(C1)CC(=O)N1CCC(CC1)N1C(NC2=C(CC1)C=C(C=C2)OC)=O)=O)CCS(=O)(=O)C)=O